tungsten oxide aluminum [Al].[W]=O